difluoro-2-(3-(2-(2-methoxyethoxy)ethoxy)phenyl)acetamide FC(C(=O)N)(C1=CC(=CC=C1)OCCOCCOC)F